(4-methyl-2-((2-methylbenzo[d]thiazol-6-yl)methyl)pyrazolidin-1-yl)methanone CC1CN(N(C1)C=O)CC1=CC2=C(N=C(S2)C)C=C1